N[C@H](C(=O)O)CCOC1=CC(=C(C=C1)Cl)Cl (2S)-2-amino-4-(3,4-dichloro-phenoxy)butanoic acid